C[C@@H]1N(CCOC1)C=1C=CC(=NC1)N 5-((S)-3-methyl-4-morpholinyl)-2-pyridineamine